COC1=C(CNC(C(=O)O)C)C(=CC(=C1)C=CC=1C(=C(C=CC1)C1=CC=CC=C1)C)OC 2-(2,6-dimethoxy-4-(2-(2-methylbiphenyl-3-yl)ethenyl)benzylamino)propionic acid